tert-butyl (R)-(1-((2-((4-(4-(pyrrolidin-1-yl)-7-((2-(trimethylsilyl)ethoxy)methyl)-7H-pyrrolo[2,3-d]pyrimidin-6-yl)phenyl)carbamoyl)pyridin-4-yl)methyl)piperidin-3-yl)carbamate N1(CCCC1)C=1C2=C(N=CN1)N(C(=C2)C2=CC=C(C=C2)NC(=O)C2=NC=CC(=C2)CN2C[C@@H](CCC2)NC(OC(C)(C)C)=O)COCC[Si](C)(C)C